Cl.C1(CC1)OC1=C(SC=C1)CNCC[C@]1(CCOC2(CCCC2)C1)C1=NC=CC=C1 (R)-N-((3-Cyclopropoxythiophen-2-yl)methyl)-2-(9-(pyridin-2-yl)-6-oxaspiro[4.5]decan-9-yl)ethylamine hydrochloride